3-(5-phenylpyridin-3-yl)-3-[4-(7H-pyrrolo[2,3-d]pyrimidin-4-yl)-1H-pyrazol-1-yl]propanenitrile trifluoroacetate FC(C(=O)O)(F)F.C1(=CC=CC=C1)C=1C=C(C=NC1)C(CC#N)N1N=CC(=C1)C=1C2=C(N=CN1)NC=C2